3-(4-(4-(hydroxymethyl)-6-(trifluoromethyl)pyridin-3-yl)phenyl)-N-(5-(trifluoromethyl)oxazol-2-yl)oxetane-3-carboxamide OCC1=C(C=NC(=C1)C(F)(F)F)C1=CC=C(C=C1)C1(COC1)C(=O)NC=1OC(=CN1)C(F)(F)F